CNC=1N=CC(=C2C=C(N=CC12)NC(=O)C1CC1)C#CC1=NC=C(C=C1)CN1CCOCC1 N-(8-(methylamino)-5-((5-(morpholinomethyl)pyridin-2-yl)ethynyl)-2,7-naphthyridin-3-yl)cyclopropanecarboxamide